C(CCC)[Sn](C1=CN=CS1)(CCCC)CCCC tributyl-(thiazol-5-yl)stannane